(7R,14R)-1-(difluoromethoxy)-11-(4-(dimethylamino)but-1-yn-1-yl)-6-(methyl-d3)-6,7-dihydro-7,14-methanobenzo[f]benzo[4,5]imidazo[1,2-a][1,4]diazocin-5(14H)-one FC(OC1=CC=CC=2C(N([C@H]3C=4N([C@@H](C21)C3)C3=C(N4)C=CC(=C3)C#CCCN(C)C)C([2H])([2H])[2H])=O)F